O1COC2=C1C=CC(=C2)COC2=CC=CC(=N2)S(=O)(=O)NC(=O)C=2C(=NC=CC2)N2C(CC(C2)C)(C)C N-[[6-(1,3-Benzodioxol-5-ylmethoxy)-2-pyridyl]sulfonyl]-2-(2,2,4-trimethylpyrrolidin-1-yl)pyridin-3-carboxamid